Cyclooctyl-{4-fluoro-5-[(5-methyl-1,3,4-oxadiazol-2-yl)(pyridin-4-yl)methyl]-1H-benzimidazol-2-yl}methylamine C1(CCCCCCC1)NCC1=NC2=C(N1)C=CC(=C2F)C(C2=CC=NC=C2)C=2OC(=NN2)C